2-(2,4-dioxo-imidazolidin-1-yl)acetic acid O=C1N(CC(N1)=O)CC(=O)O